C1N(CC2=CC=CC=C12)CC=1OC=C(C(C1)=O)OCC1CCN(CC1)S(=O)(=O)C 2-(isoindolin-2-ylmethyl)-5-((1-(methyl-sulfonyl)piperidin-4-yl)methoxy)-4H-pyran-4-one